5,6-dimethylpyrazolo-[1,5-a]-pyrimidine-3,7-diamine CC1=NC=2N(C(=C1C)N)N=CC2N